6-chloro-N-(2,6-dichloro-4-nitrophenyl)-2-(2-pyridyl)-5-(trifluoromethyl)-4-pyrimidinamine ClC1=C(C(=NC(=N1)C1=NC=CC=C1)NC1=C(C=C(C=C1Cl)[N+](=O)[O-])Cl)C(F)(F)F